4-fluoro-3-methyl-1H-pyrazole-5-carboxylic acid ethyl ester C(C)OC(=O)C1=C(C(=NN1)C)F